(cyclobutylmethyl)(2-(5-fluoropyridin-3-yl)-2H-indazol-5-yl)(imino)-lambda6-sulfanone C1(CCC1)CS(=O)(=N)C1=CC2=CN(N=C2C=C1)C=1C=NC=C(C1)F